(6R)-6-{[7-chloro-2-(1-ethyl-1H-pyrazol-4-yl)[1,2,4]triazolo[1,5-c]quinazolin-5-yl]amino}-1,4-diazepan-5-one ClC1=CC=CC=2C=3N(C(=NC12)N[C@H]1C(NCCNC1)=O)N=C(N3)C=3C=NN(C3)CC